FC=1C=C(C=C(C1)F)NC(NC1=C(C(=O)NCCCO)C=CC=C1)=O 2-[3-(3,5-difluorophenyl)ureido]-N-(3-hydroxy-propyl)benzamide